tert-butyl (4-((4-((5-cyclopentyl-1H-pyrazol-3-yl)(methyl)amino) pyrimidin-2-yl)(methyl)amino)cyclohexyl)carbamate C1(CCCC1)C1=CC(=NN1)N(C1=NC(=NC=C1)N(C1CCC(CC1)NC(OC(C)(C)C)=O)C)C